N1=C(C=CC=C1)C(C1=NC=CC=C1)=NNC=1OC2=C(N1)C=CC=C2 N-(dipyridin-2-ylmethylideneamino)-1,3-benzoxazol-2-amine